C(C)(=O)[O-].C(C)(=O)[O-].C(C)(=O)[O-].[NH4+].[NH4+].[NH4+] triammonium triacetate